P(=O)([O-])([O-])[O-].[Si+4].[Sr+2].[Mg+2] magnesium strontium-silicon phosphate salt